ClC1=NC(=CC(=C1)C=1C(=NN2C1N=C(C=C2)NCC2(COC2)O)C=2C=C(C#N)C=CC2)C 3-[3-(2-chloro-6-methyl-4-pyridyl)-5-[(3-hydroxyoxetan-3-yl)methylamino]pyrazolo[1,5-a]pyrimidin-2-yl]benzonitrile